C(#N)C=1C=C(C=NC1)CN1N=CC(=C1)C=1C=NC=2C=CN3C(C2C1)=NC(=C3C(=O)N)C3=C(C=CC=C3Cl)Cl 9-(1-((5-Cyanopyridin-3-yl)methyl)-1H-pyrazol-4-yl)-2-(2,6-dichlorophenyl)imidazo[2,1-f][1,6]naphthyridine-3-carboxamide